CN1C(N(C(C=2N(C=NC12)C)=O)CC=1N=C(SC1)C(C(F)(F)F)(C)O)=O 3,7-Dimethyl-1-((2-(1,1,1-trifluoro-2-hydroxypropan-2-yl)thiazol-4-yl)methyl)-1H-purine-2,6(3H,7H)-dione